9λ2-purine-6-amine N1=CN=C2[N]C=NC2=C1N